(R)-5-((3-(5-(3,5-difluorophenyl)-4,5-dihydro-1H-pyrazole-1-carbonyl)bicyclo[1.1.1]pent-1-yl)methoxy)pyrazine-2-carbonitrile FC=1C=C(C=C(C1)F)[C@H]1CC=NN1C(=O)C12CC(C1)(C2)COC=2N=CC(=NC2)C#N